C(C)(C)(C)OC(=O)NC1=C(NC=C1C1CC1)C(=O)OCC Ethyl 3-((tert-butoxycarbonyl) amino)-4-cyclopropyl-1H-pyrrole-2-carboxylate